O.FCC(C(=O)O)=O 3-fluoropyruvate monohydrate